5-(2-azaspiro[3.3]heptan-6-ylmethyl)-1H-pyrazolo[4,3-b]pyridine C1NCC12CC(C2)CC2=CC=C1C(=N2)C=NN1